N-(6-((1',8-dimethyl-1,5-dioxo-1,5-dihydro-2H-spiro[imidazo[1,5-a]pyridin-3,4'-piperidin]-6-yl)amino)-5-methoxypyrimidin-4-yl)cyclopropanecarboxamide CN1CCC2(CC1)NC(C=1N2C(C(=CC1C)NC1=C(C(=NC=N1)NC(=O)C1CC1)OC)=O)=O